[Ir+3].S1C(=NC=C1)C=1SC=CN1 bithiazole iridium (III)